(S)-3-(3-(difluoromethoxy)phenyl)-1-(4-fluorophenyl)-N-(3-methyl-1,1-dioxidotetrahydrothiophen-3-yl)-1H-pyrrolo[3,2-c]pyridine-6-carboxamide FC(OC=1C=C(C=CC1)C1=CN(C2=C1C=NC(=C2)C(=O)N[C@@]2(CS(CC2)(=O)=O)C)C2=CC=C(C=C2)F)F